(8R)-8-(1-(difluoromethyl)-1H-pyrazol-4-yl)-2-fluoro-8-methyl-7,8-dihydro-6H-cyclopenta[e]pyrazolo[1,5-a]pyrimidine-6-carboxylic acid FC(N1N=CC(=C1)[C@]1(CC(C=2C=NC=3N(C21)N=C(C3)F)C(=O)O)C)F